FC(C)(F)C1=NC(=CC(=N1)NC1=CC(=NC=C1C=1N=CC2=C(N1)COC2)NC(C)=O)C N-(4-((2-(1,1-difluoroethyl)-6-methylpyrimidin-4-yl)amino)-5-(5,7-dihydrofuro[3,4-d]pyrimidin-2-yl)pyridin-2-yl)acetamide